N-(6-(5-chloro-6-fluoro-7-(1-(3-methyl-1H-pyrazol-1-yl)ethyl)-1H-indazol-4-yl)imidazo[1,2-a]pyrazin-2-yl)-2-fluorocyclopropane-1-carboxamide ClC=1C(=C2C=NNC2=C(C1F)C(C)N1N=C(C=C1)C)C=1N=CC=2N(C1)C=C(N2)NC(=O)C2C(C2)F